ClC=1C=CC2=C(N=C(O2)CNN(C(=O)C2CC2)C)C1 N'-((5-chlorobenzo[d]oxazol-2-yl)methyl)-N-methylcyclopropanecarbohydrazide